4-(2,3,4,5-tetrafluorophenyl)-1,3,2-dioxaphosphorinane 2-sulfide FC1=C(C=C(C(=C1F)F)F)C1OP(OCC1)=S